CC1(N(C=2C(=NC=C(N2)C=2C(=NC(=CC2)C2=NN=CN2)C)NC1=O)CC1CCOCC1)C 3,3-dimethyl-6-(2-methyl-6-(4H-1,2,4-triazol-3-yl)pyridin-3-yl)-4-((tetrahydro-2H-pyran-4-yl)methyl)-3,4-dihydropyrazino[2,3-b]pyrazin-2(1H)-one